N-(3-chloro-5-methanesulfonamidophenyl)-5-[5-(3,3-difluoroazetidin-1-yl)-3-[(3-fluoro-5-methanesulfonylphenyl)methoxy]pyridin-2-yl]-1-methylpyrrole-3-carboxamide ClC=1C=C(C=C(C1)NS(=O)(=O)C)NC(=O)C1=CN(C(=C1)C1=NC=C(C=C1OCC1=CC(=CC(=C1)S(=O)(=O)C)F)N1CC(C1)(F)F)C